bis[1,2-bis(diphenylphosphino)ethane] palladium (0) [Pd].C1(=CC=CC=C1)P(CCP(C1=CC=CC=C1)C1=CC=CC=C1)C1=CC=CC=C1.C1(=CC=CC=C1)P(CCP(C1=CC=CC=C1)C1=CC=CC=C1)C1=CC=CC=C1